tert-butyl (S)-4-(5-formyl-3-methylpyridin-2-yl)-3-methylpiperazine-1-carboxylate C(=O)C=1C=C(C(=NC1)N1[C@H](CN(CC1)C(=O)OC(C)(C)C)C)C